8-bromo-2-[(3R)-3-[(tert-butyldimethylsilyl)oxy]-3-phenylprop-1-yn-1-yl]-3-(2,2,2-trifluoroethyl)imidazo[1,2-a]pyridine BrC=1C=2N(C=CC1)C(=C(N2)C#C[C@@H](C2=CC=CC=C2)O[Si](C)(C)C(C)(C)C)CC(F)(F)F